CN(C=1OC(=CN1)C1=CC=C(C=C1)NC(=O)C=1NC=C(N1)C1=C(C=CC=C1)C(=O)N1CCCCC1)C N-(4-(2-(dimethylamino)oxazol-5-yl)phenyl)-4-(2-(piperidine-1-carbonyl)phenyl)-1H-imidazole-2-carboxamide